methyl 4-(3-fluoro-2-((R or S)-1-fluoroethyl)phenyl)-2-(fluoromethyl)-5-oxo-4,5,6,7-tetrahydro-1H-cyclopenta[b]pyridine-3-carboxylate FC=1C(=C(C=CC1)C1C2=C(NC(=C1C(=O)OC)CF)CCC2=O)[C@@H](C)F |o1:23|